ClCC=1C=NN(C1)CCS(=O)(=O)N 2-[4-(chloromethyl)pyrazol-1-yl]ethanesulfonamide